C(C)N(C(=O)C=1C(=C2C3=C(C(OC2=CC1CCCCC)(C)C)C=CC(=C3)C)O)CC N,N-diethyl-1-hydroxy-6,6,9-trimethyl-3-pentyl-6H-benzo[c]chromene-2-carboxamide